N-hexyl-N',N'-dibutylurea C(CCCCC)NC(=O)N(CCCC)CCCC